ClC1=C(CN2C(N(CC3=CC=C(C=C23)C(=O)NCC2=C(C=CC=C2)F)C)=O)C(=CC=C1)F 1-(2-chloro-6-fluorobenzyl)-N-(2-fluorobenzyl)-3-methyl-2-oxo-1,2,3,4-tetrahydroquinazoline-7-carboxamide